4'-ethyl-N-[2-oxo-2-(1,2,3,4-tetrahydroisoquinolin-4-ylamino)ethyl]biphenyl-4-carboxamide C(C)C1=CC=C(C=C1)C1=CC=C(C=C1)C(=O)NCC(NC1CNCC2=CC=CC=C12)=O